BrC=1C(=C(OC2CCC(CC2)/C=C(/C(=O)OCC)\C)C=CC1)C ethyl (E)-3-((1r,4r)-4-(3-bromo-2-methylphenoxy)cyclohexyl)-2-methylacrylate